3-hydroxy-2-(1-oxoisoindolin-2-yl)propionic acid OCC(C(=O)O)N1C(C2=CC=CC=C2C1)=O